C(C1=CC=CC=C1)O[C@@H]1CC2=CC[C@H]3[C@@H]4CC[C@](C(C)=O)([C@]4(CC[C@@H]3[C@]2(CC1)C)C)C 3BETA-(BENZYLOXY)-17ALPHA-METHYL-PREGN-5-EN-20-ONE